C(CCCCCCC)N1SCCC1=O 2-octyl-isothiazolin-3-one